(3-((4,5-dihydro-1H-imidazol-2-yl)methoxy)-2-isobutyl-phenyl)-methyl-propane-2-sulfonamide N1C(=NCC1)COC=1C(=C(C=CC1)C(C(C)S(=O)(=O)N)C)CC(C)C